C(C)(C)(C)C1=CC=C(C=C1)C=1N=C(NC1)C1N(CCCC1)C(C(C)SC)=O 1-(2-(4-(4-(tert-butyl)phenyl)-1H-imidazol-2-yl)piperidin-1-yl)-2-(methylsulfanyl)propan-1-one